Pyrazolo[1,5-a]Pyrazine-7-carboxylic acid N1=CC=C2N1C(=CN=C2)C(=O)O